OC(CCCCCCCC(=O)OCC)C(CCCCCCCC)O ethyl 9,10-dihydroxyoctadecanoate